2-(difluoromethoxy)-4-[5-(5,6-difluoropyridin-3-yl)-1-ethyl-1H-pyrazol-3-yl]benzaldehyde FC(OC1=C(C=O)C=CC(=C1)C1=NN(C(=C1)C=1C=NC(=C(C1)F)F)CC)F